(S)-1-(1-(2-((2-chloro-phenyl)amino)pyrimidin-4-yl)-1H-pyrazol-4-yl)-3-(2-hydroxy-1-phenylethyl)urea ClC1=C(C=CC=C1)NC1=NC=CC(=N1)N1N=CC(=C1)NC(=O)N[C@H](CO)C1=CC=CC=C1